C(=O)C1=CC(=C(C=C1)C=1CCN(CC1)C(=O)OC(C)(C)C)C tert-butyl 4-(4-formyl-2-methylphenyl)-3,6-dihydropyridine-1(2H)-carboxylate